C(N)(=O)C=1C(=NC(=CN1)N1CC(CCC1)N1C(N(CC1)C1CCCC1)=O)NC1=CC=C(C=C1)C1(CCN(CC1)C(=O)OC(C)(C)C)C Tert-butyl 4-(4-((3-carbamoyl-6-(3-(3-cyclopentyl-2-oxoimidazolin-1-yl)piperidin-1-yl)pyrazin-2-yl)amino)phenyl)-4-methylpiperidin-1-carboxylate